FC1=C(C(=C(C(=C1OC(=O)N1C(CCCC1)C(C)=O)F)F)F)F acetylpiperidinoic acid pentafluorophenyl ester